ClC1=C(C(=O)NCCNC(=O)C2CCNCC2)C=CC(=C1)NC(=O)C=1N(C(=CN1)C1=C(C(=C(C=C1)OCC#N)F)F)C N-[2-[[2-chloro-4-[[5-[4-(cyanomethoxy)-2,3-difluoro-phenyl]-1-methyl-imidazole-2-carbonyl]amino]benzoyl]amino]ethyl]piperidine-4-carboxamide